2-methyl-5-[5-(piperidin-4-yl)thieno[2,3-d][1,3]thiazol-2-yl]indazol-4-ol CN1N=C2C=CC(=C(C2=C1)O)C=1SC2=C(N1)SC(=C2)C2CCNCC2